(S)-1-(4-chlorophenyl)-3-(1-(naphthalen-1-yl)ethyl)thiourea ClC1=CC=C(C=C1)NC(=S)N[C@@H](C)C1=CC=CC2=CC=CC=C12